1,4-dicarboxylmethylenecyclohexane C(=O)(O)C=C1CCC(CC1)=CC(=O)O